4-(4-methoxy-3-methylphenyl)cyclohexane-formaldehyde COC1=C(C=C(C=C1)C1CCC(CC1)C=O)C